ClC1=CC2=C(OC3=C2C=C(C=C3)C=3C2=CC=CC=C2C(=C2C=CC=CC32)C=3C=CC2=C(SC4=C2C=CC=C4)C3)C=C1 2-chloro-8-(10-(dibenzothiophene-3-yl)anthracene-9-yl)dibenzofuran